C(C)C(/C(/C(=O)O)=C/C(=O)O)CC.C/C(/C(=O)OCC)=C/C(=O)OCC (Z)-diethyl 2-methylbut-2-enedioate (diethyl citraconate)